5-fluoro-3-(2-(6-(1-methyl-1H-pyrazol-4-yl)-1-oxoisoindolin-2-yl)butanamido)-4-oxopentanoic acid FCC(C(CC(=O)O)NC(C(CC)N1C(C2=CC(=CC=C2C1)C=1C=NN(C1)C)=O)=O)=O